tert-butyl 2-(methoxy-(methyl)carbamoyl)piperidine-1-carboxylate CON(C(=O)C1N(CCCC1)C(=O)OC(C)(C)C)C